2-cyclopropyl-N-(6-(ethylamino)-4-(1-methyl-4-(4-methyl-4H-1,2,4-triazol-3-yl)-1H-pyrazol-5-yl)pyridin-2-yl)-6-oxo-1-(2-(pyrrolidin-1-yl)ethyl)-1,6-dihydropyrimidine-4-carboxamide C1(CC1)C=1N(C(C=C(N1)C(=O)NC1=NC(=CC(=C1)C1=C(C=NN1C)C1=NN=CN1C)NCC)=O)CCN1CCCC1